N-[4-(2,4-dioxo-1,2,3,4-tetrahydronaphtho[1,2-b][1,4]diazepin-5-yl)phenyl]benzenesulfonamide O=C1CC(N(C2=C(N1)C1=CC=CC=C1C=C2)C2=CC=C(C=C2)NS(=O)(=O)C2=CC=CC=C2)=O